2-(4-(6-((4-cyano-2-fluorobenzyl)oxy)pyridin-2-yl)-2-fluorobenzyl)-1-(2-methoxy-3-((2-methoxyethyl)amino)-3-oxopropyl)-1H-benzo[d]imidazole-6-carboxylic acid C(#N)C1=CC(=C(COC2=CC=CC(=N2)C2=CC(=C(CC3=NC4=C(N3CC(C(=O)NCCOC)OC)C=C(C=C4)C(=O)O)C=C2)F)C=C1)F